tert-butyl pyrazole-5(1H)-carboxylate N1N=CC=C1C(=O)OC(C)(C)C